N1N=CC2=C1CN(CC2)C(C)=O 1-{1H,4H,5H,6H,7H-pyrazolo[3,4-c]pyridin-6-yl}ethan-1-one